C(C(=C)C)(=O)NCCOC(NCC1=CC=C(C=C1)CN1C(=NC=2C(=NC=3C=CC=CC3C21)N)C2=CN=NC=C2)=O.FC(C2=C(C=CC(=C2)N)SC2=CC=C(C=C2)SC2=C(C=C(C=C2)N)C(F)(F)F)(F)F 1,4-bis(2-trifluoromethyl-4-aminophenylthio)benzene 2-methacrylamidoethyl-4-((4-amino-2-(pyridazin-4-yl)-1H-imidazo[4,5-c]quinolin-1-yl)methyl)benzylcarbamate